N'-(2-chloroacetyl)-5-(tetrahydro-3-furyl)pyridine-2-carbohydrazide ClCC(=O)NNC(=O)C1=NC=C(C=C1)C1COCC1